FC(OC1=C(C=CC=C1)COC1=C(C=C(C=C1)C=1C=2C(NC(C1)=O)=NNC2)OC)F 4-(4-{[2-(difluoromethoxy)phenyl]methoxy}-3-methoxyphenyl)-2H,6H,7H-pyrazolo[3,4-b]pyridin-6-one